FC1=NN2C(C=CC(=C2)O)=C1C#N 2-fluoro-6-hydroxypyrazolo[1,5-a]pyridine-3-carbonitrile